ClC=1C=NC(=NC1)N1CCC(CC1)CCCOC1=CC(=C(C=C1)CC(=O)N1C[C@@H]2CN(C[C@@H]2C1)C[C@@H]([C@H]([C@@H]([C@@H](CO)O)O)O)O)F 2-(4-(3-(1-(5-chloropyrimidin-2-yl)piperidin-4-yl)propoxy)-2-fluorophenyl)-1-((3aR,6aS)-5-((2S,3R,4R,5R)-2,3,4,5,6-pentahydroxyhexyl)hexahydropyrrolo[3,4-c]pyrrol-2(1H)-yl)ethan-1-one